FC(\C=N\CC1=CC=C(C=C1)OC)(F)F (E)-2,2,2-trifluoro-N-[(4-methoxyphenyl)methyl]ethanimine